C[NH+]1CCCC1 1-methylpyrrolidin-1-ium